TERT-BUTYL 3-AMINO-5-PHENYL-4H-1,2,4-TRIAZOLE-4-CARBOXYLATE NC1=NN=C(N1C(=O)OC(C)(C)C)C1=CC=CC=C1